FC1=CC=C2[C@@H](C(COC2=C1)(C)C)CS(=O)(=O)N |o1:5| (R*)-(7-fluoro-3,3-dimethylchroman-4-yl)methanesulfonamide